2-iodoethyl phosphate P(=O)(OCCI)([O-])[O-]